6-fluoro-7-(2-fluorophenyl)-1-(2-(2-methyl-2-propanyl)phenyl)-4-((2S)-2-methyl-4-(2-propenoyl)-1-piperazinyl)pyrido[2,3-d]pyrimidin-2(1H)-one FC1=CC2=C(N(C(N=C2N2[C@H](CN(CC2)C(C=C)=O)C)=O)C2=C(C=CC=C2)C(C)(C)C)N=C1C1=C(C=CC=C1)F